1,3-bis(trifluoromethyl)phenyl-methanone FC(C1(CC(=CC=C1)C(F)(F)F)C=O)(F)F